ClC=1C(=NC(=NC1)N[C@@H]1C[C@H]2CO[C@@H]([C@H]1O)N2S(=O)(=O)C2CCC2)C=2C=C(C1=C(N(C(=N1)C(C)(C)O)C(C)C)C2)F (1S,3R,4S,5S)-3-((5-chloro-4-(4-fluoro-2-(2-hydroxypropan-2-yl)-1-isopropyl-1H-benzo[d]imidazol-6-yl)pyrimidin-2-yl)amino)-8-(cyclobutylsulfonyl)-6-oxa-8-azabicyclo[3.2.1]octan-4-ol